C(CCCCCCC\C=C/CCCCCCCC)(=O)[O-].[Ni+2].[Fe+2].C(CCCCCCC\C=C/CCCCCCCC)(=O)[O-].C(CCCCCCC\C=C/CCCCCCCC)(=O)[O-].C(CCCCCCC\C=C/CCCCCCCC)(=O)[O-] iron-nickel oleate